C(C)N(C1=CC=C(C=C1)NC=1C=CC2=C(OCC(N2C)=O)C1)CCCCC 7-((4-(ethyl(pentyl)amino)phenyl)amino)-4-methyl-2H-benzo[b][1,4]oxazin-3(4H)-one